BrC1=CC=C2C(CC=3C(=NOC3C2=C1)C(=O)OCC)C(C)(F)F ethyl 8-bromo-5-(1,1-difluoroethyl)-4,5-dihydronaphtho[2,1-d]isoxazole-3-carboxylate